FC(OC1=CC=C(C=C1)B1OC(C)(C)C(C)(C)O1)F 4-difluoromethoxyphenylboronic acid pinacol ester